(R)-4-(1-(3-Amino-6-(2-hydroxyphenyl)pyridazin-4-yl)piperidin-3-yl)benzoic acid NC=1N=NC(=CC1N1C[C@H](CCC1)C1=CC=C(C(=O)O)C=C1)C1=C(C=CC=C1)O